C(C)OC1=CC=C(C=N1)[C@H](CO)NC(=O)C1C2(C1)COC1=C2C=C(C=C1)F N-[(1R)-1-(6-Ethoxypyridin-3-yl)-2-hydroxyethyl]-5-fluoro-2H-spiro[1-benzofuran-3,1'-cyclopropane]-2'-carboxamide